methyl 4-[4-[[2-fluoro-4-(triazolo[4,5-b]pyridin-3-yl)benzoyl]-[(3R)-3-piperidyl]amino]thieno[3,2-c]pyridin-2-yl]thiazole-2-carboxylate FC1=C(C(=O)N(C2=NC=CC3=C2C=C(S3)C=3N=C(SC3)C(=O)OC)[C@H]3CNCCC3)C=CC(=C1)N1N=NC=3C1=NC=CC3